BrC1=CC=C(CN2C(=NC3=C2C=CC(=C3)C#N)NC(=O)C3=CC(=NN3CC)C)C=C1 N-(1-(4-bromobenzyl)-5-cyano-1H-benzo[d]imidazole-2-yl)-1-ethyl-3-methyl-1H-pyrazole-5-carboxamide